NC1CCN(CC1)C1=C(C=C(C=N1)CC=1N=C2C(=NC(=NN2C1)OCCCC)N)C ((6-(4-aminopiperidin-1-yl)-5-methylpyridin-3-yl)methyl)-2-butoxyimidazo[2,1-f][1,2,4]triazin-4-amine